3,3,3-trifluoro-2-hydroxy-2-methylpropionic acid FC(C(C(=O)O)(C)O)(F)F